(-)-binaphthol phosphate P(=O)(O)(O)OC=1C(=C2C=CC=CC2=CC1)C1=CC=CC2=CC=CC=C12